tert-butyl ((8-(2-methylpyridin-4-yl)isochroman-4-yl)methyl)carbamate CC1=NC=CC(=C1)C=1C=CC=C2C(COCC12)CNC(OC(C)(C)C)=O